Cl.BrC1C(NC(CC1)=O)=O 3-bromopiperidine-2,6-dione hydrochloride